C(C(C)C)P(C1=C(SC(=C1P(CC(C)C)CC(C)C)C1=CC=CC=C1)C1=CC=CC=C1)CC(C)C 3,4-bis(diisobutylphosphino)-2,5-diphenylthiophene